C1N(CCC2=CC=CC=C12)CC(CNC1=NNC2=C1N=CN=C2NC2=CN=NC=C2)O 1-(3,4-dihydroisoquinolin-2(1H)-yl)-3-((7-(pyridazin-4-ylamino)-1H-pyrazolo[4,3-d]pyrimidin-3-yl)amino)propan-2-ol